N1=CC=C(C=C1)C1=C(NC=C1C1=CC=NC=C1)C(=O)OCC ethyl 3,4-di(pyridin-4-yl)-1H-pyrrole-2-carboxylate